CC(C)(C#CC(C)(OOC(C)(C)C)C)OOC(C)(C)C 2,5-dimethyl-2,5-di-(t-butyl-peroxy)hexyne